OCC1(CC1)NC(=O)C=1C=2C[C@@H]3[C@H](C2N(N1)C1=NC=C(N=C1)Br)C3 (1aR,5aR)-2-(5-Bromo-pyrazin-2-yl)-1a,2,5,5a-tetrahydro-1H-2,3-diaza-cyclopropa[a]pentalene-4-carboxylic acid (1-hydroxymethyl-cyclopropyl)-amide